5-amino-2-azabicyclo[2.2.1]heptane-2-carboxylate NC1C2CN(C(C1)C2)C(=O)[O-]